COC1=CC=CC(=N1)C(C)(C)NC1=NC(=NC(=N1)N)C=1C=CC=2N(C1)C(=NC2)C N2-(2-(6-methoxypyridin-2-yl)propan-2-yl)-6-(3-methylimidazo[1,5-a]pyridin-6-yl)-1,3,5-triazine-2,4-diamine